N1CC=C2N1N=CC=C2 1H-pyrazolo[1,5-b]pyridazine